8-oxa-2,6-diazaspiro[4.5]decan-7-one C1NCCC12NC(OCC2)=O